C(C)(C)(C)[C@]1(N(C[C@H](C1)OC=1C=NN(C1C1=CC=2N(C=C1)N=C(C2)NC(=O)C2CC2)C)C(=O)O)C.C(=O)(OC(C)(C)C)N([C@@H](CCCCN)C(=O)O)C(=O)OC(C)(C)C di-boclysine tertbutyl-(2S,4S)-4-((5-(2-(cyclopropanecarboxamido)pyrazolo[1,5-a]pyridin-5-yl)-1-methyl-1H-pyrazol-4-yl)oxy)-2-methylpyrrolidine-1-carboxylate